CC1=C(C(=O)P(C2=CC=CC=C2)C2=CC=CC=C2)C(=CC(=C1)C)C 2,4,6-trimethylbenzoyl-diphenyl-phosphorus